N-(2-methyl-1-(3-phenylbicyclo[1.1.1]pentan-1-yl)propyl)tetrahydrofuran-3-carboxamide CC(C(C12CC(C1)(C2)C2=CC=CC=C2)NC(=O)C2COCC2)C